4-amino-7-((3R,5S)-1-((E)-but-2-enoyl)-5-methylpyrrolidin-3-yl)-N-((R)-1-phenylethyl)-6-(prop-1-yn-1-yl)-7H-pyrrolo[2,3-d]pyrimidine-5-carboxamide NC=1C2=C(N=CN1)N(C(=C2C(=O)N[C@H](C)C2=CC=CC=C2)C#CC)[C@H]2CN([C@H](C2)C)C(\C=C\C)=O